4-trifluoromethyl-benzophenone O-trityl oxime C(C1=CC=CC=C1)(C1=CC=CC=C1)(C1=CC=CC=C1)ON=C(C1=CC=C(C=C1)C(F)(F)F)C1=CC=CC=C1